((1s,4R)-4-methylcyclohexyl)isobutyramide hydrochloride Cl.CC1CCC(CC1)C(C(=O)N)(C)C